4-(methyl-((cis)-4-(4-(trifluoromethoxy)phenyl)cyclohexyl)amino)-1H-1,2,3-triazole-5-carboxylic acid CN(C=1N=NNC1C(=O)O)[C@@H]1CC[C@@H](CC1)C1=CC=C(C=C1)OC(F)(F)F